C(CCCCCCCCCC)(=O)OC1=CC=C(C2=CC=CC=C12)OC(CCCCCCCCCC)=O 1,4-bis(n-undecanoyloxy)naphthalene